CN1CCC2(CNC2)CC1 7-methyl-2,7-diazaspiro[3.5]nonan